urea (carbamate) C(N)(O)=O.NC(=O)N